CC1(C(N(C2=C(C(=CC=C12)C(=O)O)C)CC1=CSC=C1)=O)C 3,3,7-Trimethyl-2-oxo-1-(thiophen-3-ylmethyl)indoline-6-carboxylic acid